6-fluoro-N-methyl-5-(8-((3-methyl-2-oxo-4-thioxo-1,2,3,4-tetrahydroquinazolin-7-yl)methyl)-3,8-diazabicyclo[3.2.1]octan-3-yl)picolinamide FC1=C(C=CC(=N1)C(=O)NC)N1CC2CCC(C1)N2CC2=CC=C1C(N(C(NC1=C2)=O)C)=S